N-((5-cyclopropylpyridin-2-yl)(phenyl)methyl)-2-methylpropan-2-sulfinamide C1(CC1)C=1C=CC(=NC1)C(NS(=O)C(C)(C)C)C1=CC=CC=C1